CCN(CC)CCNC(=O)C1=C(NC(=C1C)/C=C\2/C3=C(C=CC(=C3)F)NC2=O)C 5-(5-fluoro-2-oxo-1,2-dihydroindolylidenemethyl)-2,4-dimethyl-1H-pyrrole-3-carboxylic acid (2-diethylaminoethyl)amide